N1(N=CC=C1)C[C@H]1COC=2C(=C(C=C3C(=NC(N1C23)=O)N2[C@H](CN([C@@H](C2)C)C(C=C)=O)C)Cl)C2=C(C=CC=C2O)F (3S,10R)-3-((1H-pyrazol-1-yl)methyl)-7-((2S,5R)-4-acryloyl-2,5-dimethylpiperazin-1-yl)-9-chloro-10-(2-fluoro-6-hydroxyphenyl)-2,3-dihydro-5H-[1,4]oxazino[2,3,4-ij]quinazolin-5-one